2-(1-(4-chloro-2-fluorophenyl)piperidine-4-carbonyl)hydrazine ClC1=CC(=C(C=C1)N1CCC(CC1)C(=O)NN)F